ethylaminoethanethiol hydrochloride Cl.C(C)NC(C)S